Diethyl (1-(1-methyl-5-(2-(2-methylpyridin-4-yl)oxazole-4-carboxamido)-1H-indazol-6-yl)piperidin-4-yl) phosphate P(=O)(OCC)(OCC)OC1CCN(CC1)C1=C(C=C2C=NN(C2=C1)C)NC(=O)C=1N=C(OC1)C1=CC(=NC=C1)C